(S)-5-((4-((2-hydroxy-1-phenylethyl)amino)-5-(5-(pyridin-3-yl)-1,3,4-oxadiazol-2-yl)pyrimidin-2-yl)amino)-3,3-dimethyl-[1,2]oxaborolo[4,3-b]pyridin-1(3H)-ol OC[C@H](C1=CC=CC=C1)NC1=NC(=NC=C1C=1OC(=NN1)C=1C=NC=CC1)NC1=CC=C2C(=N1)C(OB2O)(C)C